C(C)(=O)C1C(=O)OCC1 2-acetyl-butyrolactone